C[Si](O[SiH](O[SiH3])C1=CC=CC=C1)(C)C trimethylsiloxyphenyldisiloxane